6-(2,6-Dimethoxyphenyl)-1-(4-(1-methyl-4-(trifluoromethyl)-1H-imidazol-2-yl)benzyl)-1,3-dihydro-2H-imidazo[4,5-c]pyridin-2-one COC1=C(C(=CC=C1)OC)C1=CC2=C(C=N1)NC(N2CC2=CC=C(C=C2)C=2N(C=C(N2)C(F)(F)F)C)=O